BETA-CARBOXYETHYL ACRYLATE C(C=C)(=O)OCCC(=O)O